CYCLOBUTYL-ACETIC ACID C1(CCC1)CC(=O)O